NC1=CC(=C(OC=2C=C(C(NN2)=O)C(C)(C)C)C=C1)F 6-(4-amino-2-fluorophenoxy)-4-(tert-butyl)pyridazin-3(2H)-one